N1CC(C1)C1=NOC(=N1)C1=CC(=C(C(=C1)[N+](=O)[O-])C)F 3-(azetidin-3-yl)-5-(3-fluoro-4-methyl-5-nitrophenyl)-1,2,4-oxadiazole